CC(CN1N=CC(=C1)C1=NC(=NC=C1C(F)(F)F)NC1CCN(CC1)S(=O)(=O)CCCN1CCN(CC1)C)(C)O 2-Methyl-1-(4-(2-((1-((3-(4-methylpiperazin-1-yl)propyl)sulfonyl)piperidin-4-yl)amino)-5-(trifluoromethyl)pyrimidin-4-yl)-1H-pyrazol-1-yl)propan-2-ol